FC(C1=CC=2N(C=C1)N=C(N2)N[C@@H]2C[C@H](CC2)NC(OC(C)(C)C)=O)(F)F tert-butyl N-[(1S,3S)-3-[[7-(trifluoromethyl)-[1,2,4]triazolo[1,5-a]pyridin-2-yl]amino]cyclopentyl]carbamate